7-Bromo-6-fluoro-1,3-dihydroisobenzofuran-5-amine BrC=1C(=C(C=C2COCC12)N)F